4-ETHOXYBUTANOIC ACID C(C)OCCCC(=O)O